N=1C(=CN2C1CNCC2)C(=O)N 5,6,7,8-tetrahydroimidazo[1,2-a]pyrazine-2-carboxamide